tetratriacontyl linoleate C(CCCCCCC\C=C/C\C=C/CCCCC)(=O)OCCCCCCCCCCCCCCCCCCCCCCCCCCCCCCCCCC